ClC1=CC=2N(C=C1C1CCN(CC1)S(=O)(=O)C=1C(=NN(C1OC)C)I)N=CN2 7-chloro-6-(1-((3-iodo-5-methoxy-1-methyl-1H-pyrazol-4-yl)sulfonyl)piperidin-4-yl)-[1,2,4]triazolo[1,5-a]pyridine